4-{6-[2-(5-Chloro-2,7-dimethyl-benzofuran-3-yl)-ethylamino]-pyrimidin-4-yl}-2-ethoxybenzoic acid ClC=1C=C(C2=C(C(=C(O2)C)CCNC2=CC(=NC=N2)C2=CC(=C(C(=O)O)C=C2)OCC)C1)C